COC1=CC=C(C=C1)C12CCC(CC1)(CC2)C(C)(C)O 2-(4-(4-methoxyphenyl)bicyclo[2.2.2]octan-1-yl)propan-2-ol